4-(4-(6-(1H-pyrazol-1-yl)-1,4-oxazepan-4-yl)-2-(((2R,7aS)-2-fluorohexahydro-1H-pyrrolizin-7a-yl)methoxy)-5,6-dihydropyrido[3,4-d]pyrimidin-7(8H)-yl)-5-ethyl-6-fluoronaphthalen-2-ol N1(N=CC=C1)C1CN(CCOC1)C=1C2=C(N=C(N1)OC[C@]13CCCN3C[C@@H](C1)F)CN(CC2)C2=CC(=CC1=CC=C(C(=C21)CC)F)O